S(=O)(=O)(C)C=1C=C(C(OC)=CC1)NCC#CC1=CC(=C2C=CN(C2=C1)CC(F)(F)F)NC(=O)C1CCN(CC1)C N-{6-[3-(4-mesyl-2-anisidino)-1-propynyl]-1-(2,2,2-trifluoroethyl)-4-indolyl}-1-methyl-4-piperidinecarboxamide